(S)-2-(6-methoxy-4-pyrimidinylamino)-5,5-dimethylhexanoic acid COC1=CC(=NC=N1)N[C@H](C(=O)O)CCC(C)(C)C